5-((1H-pyrazol-1-yl)methyl)-6-(difluoromethoxy)-N-((2,6-dimethoxyphenyl)sulfonyl)picolinamide N1(N=CC=C1)CC=1C=CC(=NC1OC(F)F)C(=O)NS(=O)(=O)C1=C(C=CC=C1OC)OC